(2S,4R)-N-((R)-2-azido-1-(4-(4-methylthiazol-5-yl)phenyl)ethyl)-1-((S)-2-(4-cyclopropyl-1H-1,2,3-triazol-1-yl)-3,3-dimethylbutanoyl)-4-hydroxypyrrolidine-2-carboxamide N(=[N+]=[N-])C[C@@H](C1=CC=C(C=C1)C1=C(N=CS1)C)NC(=O)[C@H]1N(C[C@@H](C1)O)C([C@H](C(C)(C)C)N1N=NC(=C1)C1CC1)=O